5-bromo-2-chloro-4-(methylthio)pyridine BrC=1C(=CC(=NC1)Cl)SC